[C@H]12CC(C[C@H](CC1)N2)N(C2=CC=C(N=N2)C=2C(=CC1=CC(=CC=C1C2)OC)O)C 3-(6-(((1R,3s,5S)-8-azabicyclo[3.2.1]octan-3-yl)(methyl)amino)pyridazin-3-yl)-7-methoxynaphthalen-2-ol